Cl.CC1(C2CNCC12)C 6,6-dimethyl-3-azabicyclo[3.1.0]hexane hydrochloride salt